(R)-6-(2,3-difluoro-5-(1-deuteromethyl-4-nitro-1H-pyrazol-5-yl)phenyl)-6,6-dimethoxy-2-methylhexanoic acid FC1=C(C=C(C=C1F)C1=C(C=NN1C[2H])[N+](=O)[O-])C(CCC[C@H](C(=O)O)C)(OC)OC